[N+](=O)([O-])C1=NN2C(CN(CC2)C(CC)=O)=C1 1-(2-Nitro-6,7-dihydropyrazolo[1,5-a]pyrazin-5(4H)-yl)propan-1-one